N-(2-(1H-Imidazol-4-yl)ethyl)-5,7-diphenylpyrazolo[1,5-a]pyrimidine-2-carboxamide N1C=NC(=C1)CCNC(=O)C1=NN2C(N=C(C=C2C2=CC=CC=C2)C2=CC=CC=C2)=C1